CC1(CC(C=2CC=3C(CC(CC3NC2C1)(C)C)=O)=O)C 3,3,6,6-tetramethyl-3,4,6,7,9,10-hexahydroacridine-1,8(2H,5H)-dione